ClC1=CC(=C(C=C1)B(O)O)F 4-chloro-2-fluorobenzeneboronic acid